bis(N-(stilben-4-yl)-N-phenylamino)stilbene Methyl-1-hydroxy-4-(1-phenylprop-2-yn-1-yl)-2-naphthoate COC(=O)C1=C(C2=CC=CC=C2C(=C1)C(C#C)C1=CC=CC=C1)O.C1(=CC=C(C=C1)N(C1=CC=CC=C1)C(=C(C1=CC=CC=C1)N(C1=CC=C(C=C1)C=CC1=CC=CC=C1)C1=CC=CC=C1)C1=CC=CC=C1)C=CC1=CC=CC=C1